OC1=C(C=CC(=C1)OCC=C(C)C)C(C=CC1=CC=C(C=C1)NC(C)=O)=O 1-[2-Hydroxy-4-(3-methyl-2-butenyloxy)phenyl]-3-[4-(acetylamino)phenyl]-2-propene-1-one